FC(C(=O)O)(F)F.ClC1=CC2=C(C=N1)C(=NN2)N2CC(CC2)(C#N)F 1-(6-chloro-1H-pyrazolo[4,3-c]pyridin-3-yl)-3-fluoropyrrolidine-3-carbonitrile trifluoroacetate